3-((4-morpholino-6-((5-(5-phenyl-1,3,4-oxadiazol-2-yl)thiazol-2-yl)amino)pyrimidin-2-yl)Amino)bicyclo[1.1.1]pentan-1-ol O1CCN(CC1)C1=NC(=NC(=C1)NC=1SC(=CN1)C=1OC(=NN1)C1=CC=CC=C1)NC12CC(C1)(C2)O